(6R,7R)-7-[2-(2-aminothiazole-4-yl)-(Z)-2-(methoxyimino)acetamido]-3-[(2-furylcarbonyl)thiomethyl]-3-cephem-4-carboxylic acid sodium salt [Na+].NC=1SC=C(N1)/C(/C(=O)N[C@H]1[C@@H]2N(C(=C(CS2)CSC(=O)C=2OC=CC2)C(=O)[O-])C1=O)=N/OC